ClC1=CC=C(CNO)C=C1 DL-4-chlorobenzylamino alcohol